3-{[2-(4-Chlorophenyl)imidazo[1,2-a]pyridin-3-yl]methyl}-N-(2-fluorophenyl)-3,8-diazabicyclo[3.2.1]octan-8-carboxamid ClC1=CC=C(C=C1)C=1N=C2N(C=CC=C2)C1CN1CC2CCC(C1)N2C(=O)NC2=C(C=CC=C2)F